C1(=CC=CC2=CC=CC=C12)C1=CC=C(C=C1)N(C1=CC=C(C=C1)C1=CC=C(C=C1)C=1OC2=C(N1)C=CC=N2)C2=CC=C(C=C2)C2=CC=CC1=CC=CC=C21 bis(4-naphthalen-1-yl-phenyl)4'-(7-azabenzooxazol-2-yl)-biphenyl-4-yl-amine